N-(2-methyl-4-(4-((3-(trifluoromethyl)pyridin-2-yl)methyl)piperazine-1-carbonyl)phenyl)quinoline-8-sulfonamide CC1=C(C=CC(=C1)C(=O)N1CCN(CC1)CC1=NC=CC=C1C(F)(F)F)NS(=O)(=O)C=1C=CC=C2C=CC=NC12